4-(3-(methacryloyloxymethyl)-4-nitrophenoxy)-butanoic acid C(C(=C)C)(=O)OCC=1C=C(OCCCC(=O)O)C=CC1[N+](=O)[O-]